N-(allyloxycarbonyl)-4-nitrophenylalanine C(C=C)OC(=O)N[C@@H](CC1=CC=C(C=C1)[N+](=O)[O-])C(=O)O